6-hydroxy-1-indanone OC1=CC=C2CCC(C2=C1)=O